FC=1C=C(C=CC1N1CCC2(COC2)CC1)N1C(O[C@H](C1)CNC(OC)=O)=O methyl (S)-((3-(3-fluoro-4-(2-oxa-7-azaspiro[3.5]nonan-7-yl)phenyl)-2-oxooxazolidin-5-yl)methyl)carbamate